[2-(phosphonomethoxy)ethyl]-guanine P(=O)(O)(O)COCCNC=1NC(C=2NC=NC2N1)=O